5-(2-(tert-butoxyamino)-2-oxoacetyl)-N-(4-fluoro-3-methylphenyl)-1,2,4-trimethyl-1H-pyrrole-3-carboxamide C(C)(C)(C)ONC(C(=O)C1=C(C(=C(N1C)C)C(=O)NC1=CC(=C(C=C1)F)C)C)=O